N-(methyl(2-methylbenzyl)(oxo)-λ6-sulfaneylidene)-4-(5-(trifluoromethyl)-1,2,4-oxadiazol-3-yl)benzamide CS(=NC(C1=CC=C(C=C1)C1=NOC(=N1)C(F)(F)F)=O)(=O)CC1=C(C=CC=C1)C